benzyl 2-[4-(methoxycarbonyl) phenyl]-4-oxo-3,4-dihydropyridine-1(2H)-carboxylate COC(=O)C1=CC=C(C=C1)C1N(C=CC(C1)=O)C(=O)OCC1=CC=CC=C1